5-(4,6-difluoro-1H-indole-2-carbonyl)-N-[(2R)-1,1,1-trifluoropropan-2-yl]-4H,5H,6H,7H-[1,2]oxazolo[4,5-c]pyridine-3-carboxamide FC1=C2C=C(NC2=CC(=C1)F)C(=O)N1CC2=C(CC1)ON=C2C(=O)N[C@@H](C(F)(F)F)C